CC=1C=CC(=C(C1)N1/C(/SCC1=O)=N/C(=O)NC1=C(C=C(C=C1)C1=NN(C=N1)C1=NC=C(C=C1)OC(F)(F)F)C)OCCC(F)(F)F (Z)-1-(3-(5-methyl-2-(3,3,3-trifluoropropoxy)phenyl)-4-oxothiazolidin-2-ylidene)-3-(2-methyl-4-(1-(5-(trifluoromethoxy)pyridin-2-yl)-1H-1,2,4-triazol-3-yl)phenyl)urea